O=C1CC(NC2=C(N1C1=CC=C(C=C1)NS(=O)(=O)C1=CC=CC=C1)C=CC=C2)=O N-[4-(2,4-dioxo-2,3,4,5-tetrahydro-1H-benzo[b][1,4]diazepin-1-yl)phenyl]benzenesulfonamide